1-{5-[3-(2-methoxy-4-methylphenyl)-1,2,4-oxadiazol-5-yl]-1H-1,2,3-benzotriazol-1-yl}-2-methylpropan-2-ol COC1=C(C=CC(=C1)C)C1=NOC(=N1)C1=CC2=C(N(N=N2)CC(C)(O)C)C=C1